3-Benzylimidazo[1,5-a]pyridine-1-carboxylic acid ethyl ester C(C)OC(=O)C=1N=C(N2C1C=CC=C2)CC2=CC=CC=C2